2,8-dimethyl-6-(1-methyl-3,6-dihydro-2H-pyridin-4-yl)pyrido[2,3-d]Pyrimidin-7-one CC=1N=CC2=C(N1)N(C(C(=C2)C=2CCN(CC2)C)=O)C